C(C)(=O)N1CC2N(C3=CC=CC=C3N(C2)C2=CC=C(C=C2)C(F)(F)F)CC1C(=O)O 3-acetyl-6-(4-(trifluoromethyl)phenyl)-2,3,4,4a,5,6-hexahydro-1H-pyrazino[1,2-a]quinoxaline-2-carboxylic acid